NC1=NC2=CC(=CC=C2C=C1CO)CN(C(C)=O)C1=C(C=CC=C1)S(=O)(=O)C N-{[2-amino-3-(hydroxymethyl)quinolin-7-yl]methyl}-N-(2-methanesulfonylphenyl)acetamide